4-[(5S)-5-(3,5-dichloro-4-fluoro-phenyl)-5-(trifluoromethyl)-4H-isoxazol-3-yl]-N-[(4S)-2-ethyl-3-oxo-isoxazolidin-4-yl]-2-methyl-benzamide ClC=1C=C(C=C(C1F)Cl)[C@@]1(CC(=NO1)C1=CC(=C(C(=O)N[C@@H]2C(N(OC2)CC)=O)C=C1)C)C(F)(F)F